tert-butyl 4-[3-chloro-5-(2-trimethylsilylethynyl)-2-pyridyl]piperazine-1-carboxylate ClC=1C(=NC=C(C1)C#C[Si](C)(C)C)N1CCN(CC1)C(=O)OC(C)(C)C